((3S,5S)-1,1-difluoro-6-((5-methoxy-7-methyl-1H-indol-4-yl)methyl)-6-azaspiro[2.5]octan-5-yl)benzoic acid FC1(C[C@]12C[C@H](N(CC2)CC2=C1C=CNC1=C(C=C2OC)C)C2=C(C(=O)O)C=CC=C2)F